decan-3-ol CCC(CCCCCCC)O